N-[2-(5-fluoro-1H-indol-3-yl)ethyl]cyclopropane-amine FC=1C=C2C(=CNC2=CC1)CCNC1CC1